methyl 4-{3-chloro-4-[(3-chloro-5-fluoropyridin-2-yl)(2H2)methoxy]-5',6-dimethyl-2-oxo-[1,4'-bipyridin]-2'-yl}-3-oxopyrazine-2-carboxylate ClC=1C(N(C(=CC1OC([2H])([2H])C1=NC=C(C=C1Cl)F)C)C1=CC(=NC=C1C)N1C(C(=NC=C1)C(=O)OC)=O)=O